(S)-N-(5-methyl-4-oxo-2,3,4,5-tetrahydrobenzo[b][1,4]oxazepin-3-yl)-5-(trifluoromethyl)-[1,2,3]triazolo[1,5-a]pyridine-3-carboxamide CN1C2=C(OC[C@@H](C1=O)NC(=O)C=1N=NN3C1C=C(C=C3)C(F)(F)F)C=CC=C2